methyl 2-(1-cyano-2,2-difluoro-cyclopropyl)-3-fluoro-4-(trifluoromethyl)benzoate C(#N)C1(C(C1)(F)F)C1=C(C(=O)OC)C=CC(=C1F)C(F)(F)F